Cl.NC(CC(=O)O)C=1C=C(C=C(C1F)C)C1=C(C=C(C=C1C)C)C 3-amino-3-(4-fluoro-2',4',5,6'-tetramethyl-[1,1'-biphenyl]-3-yl)propanoate hydrochloride